[Methyl-14C]methionine [14CH3]N[C@@H](CCSC)C(=O)O